N(=[N+]=[N-])CC1=C(C=CC=C1F)F (azidomethyl)-1,3-difluorobenzene